OCCOC=1C=C(CN2C(C(=CC(=C2)C(=O)NC2C(C2)CO)C(=O)NC)=O)C=CC1 (3-(2-hydroxyethoxy)benzyl)-N5-(2-(hydroxymethyl)cyclopropyl)-N3-methyl-2-oxo-1,2-dihydropyridine-3,5-dicarboxamide